COC=1C=CC2=C(N=CS2)C1 5-methoxybenzo[d]thiazol